OC1=C(C=CC=C1)C1=C(C(=O)O)C=CC=C1 2-(2-hydroxyphenyl)benzoic acid